N-(6-hexyl-4-phenylquinolin-2-yl)-N-methyl-cyanamide C(CCCCC)C=1C=C2C(=CC(=NC2=CC1)N(C#N)C)C1=CC=CC=C1